C1=C(C=CC2=CC=CC=C12)/C(/C#N)=C/C#N 2-(naphthalene-2-yl)maleonitrile